C(C)NC(=O)C1C(CCC(C1)C)C(C)C N-ETHYL-2-ISOPROPYL-5-METHYLCYCLOHEXANECARBOXAMIDE